C(C)(C)(C)OC(=O)C1=CC=NC2=CC=C(C=C12)O 6-hydroxyquinoline-4-carboxylic acid tert-butyl ester